CS(=O)(=O)OCCCN1CCN(CC1)C1=NC(=NC(=C1)NC=1SC(=CN1)C(NC1=C(C=CC=C1C)Cl)=O)C 3-(4-(6-((5-((2-chloro-6-methylphenyl)carbamoyl)thiazol-2-yl)amino)-2-methylpyrimidin-4-yl)piperazin-1-yl)propyl methanesulfonate